NC1=CC(=C(C=C1)NCCO)[N+](=O)[O-] 4-amino-1-[(2-hydroxyethyl)amino]-2-nitrobenzene